C(C)C1=NC(=NO1)C=1C=C2CC[C@H](C2=CC1)NC(=O)C=1C=NN(C1)C1CN(C1)C(=O)OC(C)(C)C tert-butyl (R)-3-(4-((5-(5-ethyl-1,2,4-oxadiazol-3-yl)-2,3-dihydro-1H-inden-1-yl)carbamoyl)-1H-pyrazol-1-yl)azetidine-1-carboxylate